α-Furfuryliden-α-furylmethylamine C1=COC(=C1)CN=CC2=CC=CO2